CN(C)C[C@@]1(C(C1)(F)F)COC1=NC2=C(C(=C(C=C2C(=N1)N1C[C@@]2(CC[C@H](C1)N2)C)F)C2=CC(=CC1=CC=CC=C21)O)F 4-(2-(((R)-1-((dimethylamino)methyl)-2,2-difluorocyclopropyl)methoxy)-6,8-difluoro-4-((1S,5R)-1-methyl-3,8-diazabicyclo[3.2.1]octan-3-yl)quinazolin-7-yl)naphthalen-2-ol